N-((6-cyclopropyl-8-(4-methylpiperazin-1-yl)imidazo[1,2-b]pyridazin-2-yl)methyl)pyridin-4-amine C1(CC1)C=1C=C(C=2N(N1)C=C(N2)CNC2=CC=NC=C2)N2CCN(CC2)C